COC1=C(C(=NC=N1)OC)C1=NC(=NC=C1)C dimethoxy-2-methyl-4,5'-bipyrimidin-yl